tert-butyl 5,6-dihydro-4H-[3,4'-bipyridine]-1-carboxylate N1(C=C(CCC1)C1=CC=NC=C1)C(=O)OC(C)(C)C